NC1=NC=CC=C1C1=NC=2C(=NC(=CC2)C2=CC=CC=C2)N1C1=CC=C(CNC(=O)C=2C=C(C(=O)O)C=CC2)C=C1 3-((4-(2-(2-aminopyridin-3-yl)-5-phenyl-3H-imidazo[4,5-b]pyridin-3-yl)benzyl)carbamoyl)benzoic acid